2-((3-chloro-4-fluorophenyl)(cyclohexyloxy)methyl)-4-(methylsulfonyl)-1H-imidazole ClC=1C=C(C=CC1F)C(C=1NC=C(N1)S(=O)(=O)C)OC1CCCCC1